BrC=1C=C2C=C(C=NC2=CC1)NC1=NC(=NC=C1)NC1=CC(=C(C=C1)OC1CCC(CC1)N(C)C)OC 4-(6-bromo-3-quinolylamino)-2-{3-methoxy-4-[(1s,4s)-4-(dimethylamino)cyclohexyloxy]phenylamino}pyrimidine